isopropyl (R)-2-((8-(3-aminopiperidin-1-yl)-7-(but-2-yn-1-yl)-3-methyl-2,6-dioxo-2,3,6,7-tetrahydro-1H-purin-1-yl)methyl)-5-chlorobenzoate N[C@H]1CN(CCC1)C1=NC=2N(C(N(C(C2N1CC#CC)=O)CC1=C(C(=O)OC(C)C)C=C(C=C1)Cl)=O)C